1-bromo-3-chloro-5-(methoxymethoxy)-2-[(e)-prop-1-enyl]benzene BrC1=C(C(=CC(=C1)OCOC)Cl)\C=C\C